ClC1=C(C=C2C=C(N=CC2=C1)NC(=O)[C@H]1OCCC1)C1CCN(CC1)[C@]1(COC[C@H]1O)C (2S)-N-(7-chloro-6-(1-((3S,4S)-4-hydroxy-3-methyltetrahydrofuran-3-yl)piperidin-4-yl)isoquinolin-3-yl)tetrahydrofuran-2-carboxamide